4-(3,4-dimethylbenzyl)-7-((2S,5R)-5-ethyl-2-methyl-4-(1-(quinoxalin-6-yl)ethyl)piperazin-1-yl)-2-(tetrahydro-2H-pyran-2-yl)-2,4-dihydro-5H-pyrazolo[4,3-b]pyridin-5-one CC=1C=C(CN2C=3C(C(=CC2=O)N2[C@H](CN([C@@H](C2)CC)C(C)C=2C=C4N=CC=NC4=CC2)C)=NN(C3)C3OCCCC3)C=CC1C